C1(CC1)C1=NC=NC(=C1C1=NN2C(N(C(CC2)=O)C(C)C2=CC=C(C=C2)C=2N(C=C(N2)C(F)(F)F)CCF)=N1)OC 2-(4-cyclopropyl-6-methoxypyrimidin-5-yl)-4-(1-(4-(1-(2-fluoroethyl)-4-(trifluoromethyl)-1H-imidazol-2-yl)phenyl)ethyl)-6,7-dihydro-[1,2,4]triazolo[1,5-a]pyrimidin-5(4H)-one